OC1=CC=C(C=C1)C(C)C1=CC=C(C=C1)O 1,1-bis(4-hydroxyphenyl)-ethane